C(N)(=O)C=1C=NC=NC1 5-carbamoylpyrimidine